(R)-N1-(6-amino-5-methylpyridin-3-yl)-N2-((5-(1-methyl-1H-pyrazol-4-yl)pyridin-2-yl)methyl)-N2-(1-(pyrimidin-2-yl)ethyl)oxalamide NC1=C(C=C(C=N1)NC(C(=O)N([C@H](C)C1=NC=CC=N1)CC1=NC=C(C=C1)C=1C=NN(C1)C)=O)C